(Z)-1-(Piperazin-1-yl)icos-11-en-1-one N1(CCNCC1)C(CCCCCCCCC\C=C/CCCCCCCC)=O